6-((dimethylamino)methyl)-5-fluoropyridin CN(C)CC1=C(C=CC=N1)F